N-hexylpyridinium p-toluenesulfonate salt CC1=CC=C(C=C1)S(=O)(=O)[O-].C(CCCCC)[N+]1=CC=CC=C1